tert-butyl (3-((1-(2-(1H-imidazol-1-yl)quinolin-4-yl)ethyl)carbamoyl)-4-methylbenzyl)carbamate N1(C=NC=C1)C1=NC2=CC=CC=C2C(=C1)C(C)NC(=O)C=1C=C(CNC(OC(C)(C)C)=O)C=CC1C